Cl.F/C=C(\CN)/COC=1C=C2C(=NC1)NC=C2 (E)-3-fluoro-2-(1H-pyrrolo[2,3-b]pyridin-5-yloxymethyl)prop-2-en-1-amine hydrochloride